CN(C(C1=CC=CC=C1)=O)CCNC N-methyl-N-(2-methylamino-ethyl)-benzamide